tridecenyl-succinic acid C(=CCCCCCCCCCCC)C(C(=O)O)CC(=O)O